C(C)(C)(C)OC(=O)N1C(CC2(CC1)OCCC1=C2SC(=C1CO)Cl)C 2-chloro-3-(hydroxymethyl)-2'-methyl-spiro[4,5-dihydrothieno[2,3-c]pyran-7,4'-piperidine]-1'-carboxylic acid tert-butyl ester